C[C@H]1N(CCOC1)C=1C=C2C3=C(C(=NN3CCC(N2CC2(CC2)C#N)=O)C2=NNC=C2)N1 (R)-1-((4-(3-methylmorpholinyl)-7-oxo-2-(1H-pyrazol-3-yl)-8,9-dihydro-1,3,6,9a-tetraazabenzo[cd]azulene-6(7H)-yl)methyl)cyclopropane-1-carbonitrile